(2S,3R)-2-({5-[(2-fluorophenyl)methoxy]-2-methylpyrazolo[1,5-a]pyridin-3-yl}formamido)-3-hydroxybutanamide FC1=C(C=CC=C1)COC1=CC=2N(C=C1)N=C(C2C(=O)N[C@H](C(=O)N)[C@@H](C)O)C